ClC1=CC=C(C=C1)C1=NN(C(C=C1)=O)CC(=O)NC1=CC=C2C=CNC2=C1 2-(3-(4-chlorophenyl)-6-oxopyridazin-1(6H)-yl)-N-(1H-indol-6-yl)acetamide